CC=1C(C(CCC1)(C)C)C(C=CC)=O (2,6,6-trimethylcyclohex-2-en-1-yl)but-2-en-1-one